COC1=CC=C(CNC2=NC=CN=C2)C=C1 N-(4-methoxybenzyl)pyrazin-2-amine